dipropyloxyhexadecenyl methoxymethyl ether COCOC=CCCCCCCCCCCCCCC(OCCC)OCCC